nickel-titanium-cobalt [Co].[Ti].[Ni]